(E)-(4-((2-aminomethyl-3-fluoroallyl)oxy)-3-fluorophenyl)-(4-phenylpiperidin-1-yl)methanone trifluoroacetate FC(C(=O)O)(F)F.NC/C(/COC1=C(C=C(C=C1)C(=O)N1CCC(CC1)C1=CC=CC=C1)F)=C\F